C(C=C)(=O)OCCCN(CC(=O)O)C 2-(acryloxyethyl-dimethylamino)ethanic acid